The molecule is the (S)-enantiomer of N-methylcoclaurine. It has a role as a mouse metabolite. It is a conjugate base of a (S)-N-methylcoclaurinium(1+). It is an enantiomer of a (R)-N-methylcoclaurine. CN1CCC2=CC(=C(C=C2[C@@H]1CC3=CC=C(C=C3)O)O)OC